NC1(CN(C1)C1=NC=C(C=N1)CN1CCN(CC1)C1=CC=C(C(=N1)C(C)C)C=1C=C(C(N(C1)C)=O)C)C 5-[6-[4-[[2-(3-amino-3-methyl-azetidin-1-yl)pyrimidin-5-yl]methyl]piperazin-1-yl]-2-isopropyl-3-pyridyl]-1,3-dimethyl-pyridin-2-one